N-(2-methoxy-5-(4,4,5,5-tetramethyl-1,3,2-dioxaborolan-2-yl)phenyl)-methanesulfonamide COC1=C(C=C(C=C1)B1OC(C(O1)(C)C)(C)C)NS(=O)(=O)C